OC1(CCCC1)C1=CC=CC(=N1)CN1N=NC(=C1)C1=CC(=NC(=N1)NC(COC1=CC=CC=C1)=O)C=1C=C(C#N)C=CC1 m-[6-(1-{[6-(1-hydroxycyclopentyl)-2-pyridinyl]methyl}-1H-1,2,3-triazol-4-yl)-2-(2-phenoxyacetylamino)-4-pyrimidinyl]benzonitrile